tetra-fluoro-3-(heptafluoropropoxy)propyl acrylate C(C=C)(=O)OCC(C(OC(C(C(F)(F)F)(F)F)(F)F)(F)F)(F)F